ClC=1C=C2C(=CC(=NC2=CC1)C(F)(F)F)NN1C[C@H](CCC1)NC(=O)C=1C=NN(C1)C (S)-N-(1-((6-chloro-2-(trifluoromethyl)quinolin-4-yl)amino)piperidin-3-yl)-1-methyl-1H-pyrazole-4-carboxamide